(S)-1-(BOC-amino)-2-propanol methanesulfonate CS(=O)(=O)O[C@H](CNC(=O)OC(C)(C)C)C